COC([C@H]([C@@H](C)O)NC(=O)OCC1=CC=CC=C1)=O (2S,3R)-2-(((benzyloxy)carbonyl)amino)-3-hydroxybutyric acid methyl ester